CN(CCCCCNC(O[C@@H]1CC[C@H](CC1)C(N(C[C@@H]1CC[C@H](CC1)C1=CC(=C(C=C1)OC)C)C1=CC(=CC=C1)C=1C=NN(C1)C1CC1)=O)=O)C trans-4-((3-(1-Cyclopropyl-1H-pyrazol-4-yl)phenyl)((trans-4-(4-methoxy-3-methylphenyl)cyclohexyl)methyl)carbamoyl)cyclohexyl (5-(dimethylamino)pentyl)carbamate